2-(hydroxymethyl)-pyridin OCC1=NC=CC=C1